tert-butyl 1-(4-(3-(thiazol-2-yl)-4-(trifluoromethyl) benzyl) piperazine-1-carbonyl)-1H-pyrazole-3-carboxylate S1C(=NC=C1)C=1C=C(CN2CCN(CC2)C(=O)N2N=C(C=C2)C(=O)OC(C)(C)C)C=CC1C(F)(F)F